(((1E,1'E)-piperazine-1,4-diylbis(diazene-2,1-diyl))bis(4,1-phenylene))dimethanol N1(CCN(CC1)/N=N/C1=CC=C(C=C1)CO)/N=N/C1=CC=C(C=C1)CO